3-(3-bromophenyl)pyridine BrC=1C=C(C=CC1)C=1C=NC=CC1